4-fluoro-N-[(1s,4s)-4-[(2-acetyl-1-benzothiophen-4-yl)amino]cyclohexyl]benzamide FC1=CC=C(C(=O)NC2CCC(CC2)NC2=CC=CC3=C2C=C(S3)C(C)=O)C=C1